(R)-2-((S)-2-((R)-4-((3R,5R,8R,9S,10S,13R,14S,17R)-3-hydroxy-10,13-dimethyl-hexadecahydro-1H-cyclopenta[a]phenanthren-17-yl)pentanamido)-3-methylbutanamido)-3-mercaptopropanoic acid O[C@@H]1CC[C@@]2([C@H]3CC[C@@]4([C@H](CC[C@H]4[C@@H]3CC[C@@H]2C1)[C@@H](CCC(=O)N[C@H](C(=O)N[C@H](C(=O)O)CS)C(C)C)C)C)C